FC(C(=O)OC(C=C)CC)(F)F pent-1-en-3-yl 2,2,2-trifluoroacetate